N-(3-(2,7-diazaspiro[3.5]nonan-7-yl)phenyl)-4-fluoro-7-methyl-1H-indole C1NCC12CCN(CC2)C=2C=C(C=CC2)N2C=CC1=C(C=CC(=C21)C)F